Cl.C(C)(C)(C)N1N=C(C=2C1=NC=NC2N)C2=CC=CC1=CC=CC=C21 1-tert-butyl-3-(1-naphthyl)-1H-pyrazolo[3,4-d]pyrimidin-4-amine hydrochloride